C(C)N1C(C(C=2C3=C(C=CC12)C=CC=C3)(C)C)C 3-ethyl-1,1,2-trimethyl-1H-benzo[E]indole